N2,N4-bis(3,3-difluorocyclopentyl)-6-(4-(difluoromethyl)thiazol-2-yl)-1,3,5-triazine-2,4-diamine FC1(CC(CC1)NC1=NC(=NC(=N1)NC1CC(CC1)(F)F)C=1SC=C(N1)C(F)F)F